IC=1C(=NSC1C(=O)OC)C1=CN(C(C=C1)=O)C methyl 4-iodo-3-(1-methyl-6-oxo-1,6-dihydropyridin-3-yl)isothiazole-5-carboxylate